[Si](=O)=O (s)-Silicon dioxide